1-(3-hydroxypropyl)-3-(4-(2-(4-methoxyphenyl)propan-2-yl)thiazol-2-yl)urea OCCCNC(=O)NC=1SC=C(N1)C(C)(C)C1=CC=C(C=C1)OC